2-((4-(2,3-dichlorophenyl)piperazin-1-yl)(2-fluoro-3-methylpyridin-4-yl)methyl)phenol ClC1=C(C=CC=C1Cl)N1CCN(CC1)C(C1=C(C=CC=C1)O)C1=C(C(=NC=C1)F)C